(S)-4-ethyl-4-hydroxy-3,14-dioxo-3,4,12,14-tetrahydro-1H-pyrano[3',4':6,7]indolizino[1,2-b]quinolin C(C)[C@]1(C(OCC=2C(N3CC=4C(=NC=5C=CC=CC5C4)C3=CC21)=O)=O)O